4-(((2-((4-((2S,6R)-2,6-dimethyl-morpholino)phenyl)amino)pyrimidin-4-yl)oxy)methyl)bicyclo[2.2.2]octane-1-ol C[C@@H]1O[C@@H](CN(C1)C1=CC=C(C=C1)NC1=NC=CC(=N1)OCC12CCC(CC1)(CC2)O)C